CCOC(=O)N1CCCCCC1 hexamethyleneurethane